1-fluoro-5-methyl-2-nitro-4-propoxybenzene FC1=C(C=C(C(=C1)C)OCCC)[N+](=O)[O-]